2-(3-methyl-4-{2-[5-(propan-2-yloxy)-1H-indazol-3-yl]pyrimidin-4-yl}-1H-pyrazol-1-yl)propan-1-ol CC1=NN(C=C1C1=NC(=NC=C1)C1=NNC2=CC=C(C=C12)OC(C)C)C(CO)C